benzoic acid-1-methylethyl ester CC(C)OC(C1=CC=CC=C1)=O